O-methyl crotonate C(\C=C\C)(=O)OC